3-(2-chloro-5-(3,5-dimethyl-2,6-dioxo-4-thioxo-1,3,5-triazin-1-yl)-4-fluorophenyl)-5,6-dihydro-4H-1,2-oxazine-6-carboxylic acid methyl ester COC(=O)C1CCC(=NO1)C1=C(C=C(C(=C1)N1C(N(C(N(C1=O)C)=S)C)=O)F)Cl